C(C1=CC=CC=C1)OC1=C(C(=O)O)C=CC=C1 2-(benzyloxy)benzoic acid